C(C1=CC=CC=C1)C(CNC(C1=CC=CC=C1)(C1=CC=CC=C1)C1=CC=CC=C1)N 1-benzyl-N2-tritylethane-1,2-diamine